[(2R,3S)-7-[6-tert-Butyl-7-(2-methoxyethyl)-5-methyl-pyrrolo[2,3-b]pyrazin-3-yl]-3-isobutyl-3,4,5,6-tetrahydro-2H-azepin-2-yl]methanol C(C)(C)(C)C1=C(C=2C(=NC(=CN2)C=2CCC[C@H]([C@@H](N2)CO)CC(C)C)N1C)CCOC